OCC(CN1C=2N=C(NC(C2N=C1)=O)N)OCP(=O)(O)O 9-(3-Hydroxy-2-(Phosphonomethoxy)propyl)guanine